C(C)OC1=CC=C(C=N1)C1=CN=C(C(=N1)C(=O)N/N=C/C=1C(=NC=C(C1)OC)F)O (E)-6-(6-ethoxypyridin-3-yl)-N'-((2-fluoro-5-methoxypyridin-3-yl)methylene)-3-hydroxypyrazine-2-carbohydrazide